C1(CCCC1)CC(=O)NC1=C(C=CC(=C1)NC=1N=CC2=C(N1)N(C(C=C2C#C)=O)C)N2CCN(CC2)C 2-cyclopentyl-N-(5-((5-ethynyl-8-methyl-7-oxo-7,8-dihydropyrido[2,3-d]pyrimidin-2-yl)amino)-2-(4-methylpiperazin-1-yl)phenyl)acetamide